3-benzyl-4-(difluoromethyl)-1,3-oxazin-2-one C(C1=CC=CC=C1)N1C(OC=CC1C(F)F)=O